[V].O(C1=CC=CC=C1)C1=NC(OC1)=NC1=CC=CC=C1 phenoxy-(N-phenyl-oxazoline imine) vanadium